FC1=C2C=CN=NC2=CC(=C1)C=1C=C(C=2N(N1)C=C(N2)C)CO 5-fluoro-7-[8-(hydroxymethyl)-2-methylimidazo[1,2-b]pyridazin-6-yl]cinnolin